N-(4-methoxy-2-methylphenyl)-2-chloro-3-oxobutanamide COC1=CC(=C(C=C1)NC(C(C(C)=O)Cl)=O)C